1-(2-(2-((5-bromo-1-ethyl-1H-pyrazol-4-yl)methyl)-1H-imidazol-1-yl)-5-fluorophenyl)ethanone BrC1=C(C=NN1CC)CC=1N(C=CN1)C1=C(C=C(C=C1)F)C(C)=O